5-[[2-[5-methyl-2-(3-pyridyl)-1-piperidyl]-2-oxo-acetyl]amino]pyridine-3-carboxamide CC1CCC(N(C1)C(C(=O)NC=1C=C(C=NC1)C(=O)N)=O)C=1C=NC=CC1